2-[7-[1,3-dihydro-1,1-dimethyl-3-(4-sulfobutyl)-2H-benzo[e]Indole-2-ylidene]-1,3,5-heptatrien-1-yl]-1,1-dimethyl-3-(4-sulfobutyl)-1H-benzo[e]Indole CC1(C(N(C=2C=CC3=C(C12)C=CC=C3)CCCCS(=O)(=O)O)=CC=CC=CC=CC3N(C=1C=CC2=C(C1C3(C)C)C=CC=C2)CCCCS(=O)(=O)O)C